N1=C(C=CC=C1)C(CCC)=O 1-(pyridin-2-yl)butan-1-one